2-dibutylamino-4,6-dimercapto-triazine C(CCC)N(N1NC(=CC(=N1)S)S)CCCC